4-AMINOPHENYLETHYLAMIN NC1=CC=C(C=C1)CCN